(Z)-N-(2-(3-(benzylamino)-2-fluoro-3-oxoprop-1-en-1-yl)-4-bromo-6-methylphenyl)-3-bromo-1-(2,4-dichlorophenyl)-1H-pyrazole-5-carboxamide C(C1=CC=CC=C1)NC(/C(=C/C1=C(C(=CC(=C1)Br)C)NC(=O)C1=CC(=NN1C1=C(C=C(C=C1)Cl)Cl)Br)/F)=O